N[C@@H](COC1=NC(=NC(=C1)C1=C(C=CC=C1C)C)NS(=O)(=O)C=1C=C(C(=O)O)C=CC1)CC1=CC=CC=C1 3-[[4-[(2R)-2-amino-3-phenyl-propoxy]-6-(2,6-dimethylphenyl)pyrimidin-2-yl]sulfamoyl]benzoic acid